FC=1C=C(C=C(C1[C@H]1N([C@@H](CC=2C=C3C(=CC12)OCO3)C)CC(F)(F)F)F)O 3,5-difluoro-4-((5S,7R)-7-methyl-6-(2,2,2-trifluoroethyl)-5,6,7,8-tetrahydro-[1,3]dioxolano[4,5-g]isoquinolin-5-yl)phenol